C1CN(CCN1)CCNCCN N-(2-(1-piperazinyl)ethyl)ethylenediamine